3-[Hydroxy-(4-isopropyl-phenyl)-(5-methoxy-pyridin-3-yl)-methyl]-3-methyl-azetidine-1-carboxylic acid tert-butyl ester C(C)(C)(C)OC(=O)N1CC(C1)(C)C(C=1C=NC=C(C1)OC)(C1=CC=C(C=C1)C(C)C)O